2-benzoylbenzoic acid methyl ester COC(C1=C(C=CC=C1)C(C1=CC=CC=C1)=O)=O